CN(CCCC(=O)N1CC2=CC=CC(=C2CC1)OC1=CC=C(C=C1)C(F)(F)F)C 4-(dimethylamino)-1-(5-(4-(trifluoromethyl)phenoxy)-3,4-dihydroisoquinolin-2(1H)-yl)butan-1-one